(S)-4-(5-(3-ethoxy-4-methoxyphenyl)pyridin-3-yl)-1,2-oxaborol-2-ol C(C)OC=1C=C(C=CC1OC)C=1C=C(C=NC1)C=1CB(OC1)O